(5-Chloro-1-methyl-3-(5-methylisoxazol-3-yl)-1H-pyrazol-4-yl)(9-(3,3-dimethylbutyl)-3,9-diazaspiro[5.5]undecan-3-yl)methanone ClC1=C(C(=NN1C)C1=NOC(=C1)C)C(=O)N1CCC2(CC1)CCN(CC2)CCC(C)(C)C